C(=O)(O)[C@@H](O)[C@H](O)C(=O)O.C(=O)(O)[C@@H](O)[C@H](O)C(=O)O.CN methanamine bisD-tartrate salt